tert-butyl N-tert-butoxycarbonyl-N-[3-(8-oxa-3,6,12-triazatricyclo[7.4.0.02,6]trideca-1(9),2,4,10,12-pentaen-5-yl)-2-pyridyl]carbamate C(C)(C)(C)OC(=O)N(C(OC(C)(C)C)=O)C1=NC=CC=C1C1=CN=C2C=3C=NC=CC3OCN12